dodec-8,11-dien-1-ol C(CCCCCCC=CCC=C)O